S=C1SSC(=C1)C1=CC=C(OCC(=O)OCCCCCCCCCCC2=C(C(C(=C(C2=O)OC)OC)=O)C)C=C1 10-(4,5-dimethoxy-2-methyl-3,6-dioxocyclohexa-1,4-dien-1-yl)decyl 2-[4-(3-sulfanylidene-3H-1,2-dithiol-5-yl)phenoxy]acetate